C(C)(C)(C)C=C(C(=O)N)C tertiary butyl-methacrylamide